3-(2-[2-[2-(4-[2-[(2-nitro-4-sulfamoylphenyl)amino]ethyl]piperazin-yl)ethoxy]ethoxy]ethoxy)propanoic acid [N+](=O)([O-])C1=C(C=CC(=C1)S(N)(=O)=O)NCCN1CCN(CC1)CCOCCOCCOCCC(=O)O